N-[[6,7-dichloro-1-methyl-3-(1H-pyrazol-4-yl)indol-2-yl]methyl]-2-hydroxy-acetamide ClC1=CC=C2C(=C(N(C2=C1Cl)C)CNC(CO)=O)C=1C=NNC1